C(C)(C)(C)C=1C=C(CC2=C(C=CC(=C2)C)S(=O)(=O)N)C=C(C1O)C(C)(C)C 2-(3,5-di-tert-butyl-4-hydroxybenzyl)-4-methylbenzenesulfonamide